3-(hydroxymethyl-ethoxy)propionitrile OCC(C)OCCC#N